S(=O)(=O)(OC1CS(OC1)(=O)=O)OC1CS(OC1)(=O)=O bis(2,2-dioxo-1,2-oxathiolan-4-yl) sulfate